FC(C1=CC=2OCC[C@@H]3N(C2N=C1)CCNC3)(F)F (S)-3-(trifluoromethyl)-6,7,7a,8,10,11-hexahydro-9H-pyrazino[1,2-d]pyrido[3,2-b][1,4]oxazepin